6-methyl-N-(1-methylcyclopropyl)-5-{4-propoxy-5h,6h,7h,8h-pyrido[3,4-d]pyrimidine-7-carbonyl}furo[2,3-d]pyrimidin-4-amine CC1=C(C2=C(N=CN=C2NC2(CC2)C)O1)C(=O)N1CC=2N=CN=C(C2CC1)OCCC